Diethylaluminium Ethoxide [O-]CC.C(C)[Al+]CC